N-((1S)-2-((4-(3,5-dimethyl-1H-pyrazol-4-yl)phenyl)amino)-1-(4-methylcyclohexyl)-2-oxoethyl)-1-(3-methylbut-2-en-1-yl)-1H-pyrazole-5-carboxamide CC1=NNC(=C1C1=CC=C(C=C1)NC([C@H](C1CCC(CC1)C)NC(=O)C1=CC=NN1CC=C(C)C)=O)C